C(#N)C=1C=C(C=CC1)CC1=CN=C(S1)C(=O)N[C@@H]1C(N(C2=C(OC1)C=CC=C2)C)=O (S)-5-(3-cyanophenylmethyl)-N-(5-methyl-4-oxo-2,3,4,5-tetrahydrobenzo[b][1,4]oxazepin-3-yl)thiazole-2-carboxamide